CC(C(N1CCN(CC1)C(NC1=NC(N(C=C1)C1=CC=C(C=C1)CC(C)=O)=O)=O)=O)(C)NC(OC(C)(C)C)=O tert-butyl (2-methyl-1-oxo-1-(4-((2-oxo-1-(4-(2-oxopropyl)phenyl)-1,2-dihydropyrimidin-4-yl)carbamoyl) piperazin-1-yl)propan-2-yl)carbamate